Cl.N[NH-] aminoamide hydrochloride